tert-butyl (6aR,7aS,11aS)-6a,9,10,11a-tetrahydro-6H,7H-chromeno[3,4-b]pyrrolizine-7a(8H)-carboxylate C1=C2C(=CC=C1)OC[C@@H]1C[C@@]3(CCCN3[C@@H]12)C(=O)OC(C)(C)C